FC1=CC=C(C=C1)C(CC=C)NC1=C(C=C(C(=N1)C(=O)O)[N+](=O)[O-])C(F)(F)F 6-[1-(4-Fluorophenyl)but-3-enylamino]-3-nitro-5-(trifluoromethyl)pyridine-2-carboxylic acid